[6-(7-methoxy-imidazo[1,2-a]pyridin-3-yl)-pyrimidin-4-yl]-[4-(2-methyl-oxazol-5-yl)-benzyl]-amine COC1=CC=2N(C=C1)C(=CN2)C2=CC(=NC=N2)NCC2=CC=C(C=C2)C2=CN=C(O2)C